S1C2=C(C=C1)C(=CC=C2)N2CCN(CC2)CCCCOC2=CC=C1CCC(N(C1=C2)COC(C2=CC=CC=C2)=O)=O benzoic acid 7-[4-(4-benzo[b]thiophen-4-ylpiperazin-1-yl)butoxy]-2-oxo-3,4-dihydro-2H-quinolin-1-ylmethyl ester